4-(anthracylthio)cyclohexanone C1(=CC=CC2=CC3=CC=CC=C3C=C12)SC1CCC(CC1)=O